(S)-1-((2S,4R,5R)-5-(2-Acetamido-6,8-dioxo-7-(prop-2-yn-1-yl)-1,6,7,8-tetrahydro-9H-purin-9-yl)-4-acetoxytetrahydrofuran-2-yl)propyl acetate C(C)(=O)O[C@@H](CC)[C@H]1O[C@H]([C@@H](C1)OC(C)=O)N1C=2N=C(NC(C2N(C1=O)CC#C)=O)NC(C)=O